NC1=CC=CC=2NC(C(NC21)=O)=O 5-aminobenzopiperazine-2,3-dione